O[C@@H]1CC(N(C1)C(C)C)=O (4R)-4-hydroxy-1-isopropyl-pyrrolidin-2-one